ClC1=CC=C(C(=N1)C(=O)NS(=O)(=O)C)N[C@H](C)C=1C=C(C=C2C(C=C(OC12)C=1C=NN(C1)C)=O)C 6-Chloro-3-[[(1R)-1-[6-methyl-2-(1-methylpyrazol-4-yl)-4-oxo-chromen-8-yl]ethyl]amino]-N-methylsulfonyl-pyridine-2-carboxamide